OC[C@H](C[C@H]1C(NCCC1)=O)NC(=O)[C@@H]1[C@H]2C([C@H]2CN1C(=O)C=1NC2=CC=CC=C2C1)(C)C (1R,2S,5S)-N-((S)-1-hydroxy-3-((S)-2-oxopiperidin-3-yl)propan-2-yl)-3-(1H-indole-2-carbonyl)-6,6-dimethyl-3-azabicyclo[3.1.0]hexane-2-carboxamide